14-hydroxy-4,6,8,10,12-pentamethylpentadecyloxy heptylmethyl ether C(CCCCCC)COOCCCC(CC(CC(CC(CC(CC(C)O)C)C)C)C)C